FC(CCCCO)(C1=CC(=CC=C1)OC)F 5,5-difluoro-5-(3-methoxyphenyl)pentan-1-ol